C(C)(C)(C)OC(=O)N1C[C@H](CC1)N1C(N(C=2C1=NC=CC2)C2=C(C=C(C=C2)C2=CC=CC=C2)C)=O (S)-3-(1-(3-methyl-[1,1'-biphenyl]-4-yl)-2-oxo-1,2-dihydro-3H-imidazo[4,5-b]pyridin-3-yl)pyrrolidine-1-carboxylic acid tert-butyl ester